OC1(CCC=2C1=NC(=CC2CN2C[C@H](CCC2)C)C(=O)[O-])C.[Li+] lithium 7-hydroxy-7-methyl-4-(((S)-3-methylpiperidin-1-yl) methyl)-6,7-dihydro-5H-cyclopenta[b]pyridine-2-carboxylate